C1=CC=CC=2C3=CC=CC=C3C(C12)COC(=O)N(C[C@H](C(=O)O)C)C (2R)-3-[9H-fluoren-9-ylmethoxycarbonyl-(methyl)amino]-2-methyl-propionic acid